4-(5-(5-((3-Chloro-4-fluorophenyl)carbamoyl)-1-methyl-1H-imidazol-4-yl)-2-hydroxyoctahydropentalen-2-yl)-1-methyl-1H-pyrazole-3-carboxamide ClC=1C=C(C=CC1F)NC(=O)C1=C(N=CN1C)C1CC2CC(CC2C1)(O)C=1C(=NN(C1)C)C(=O)N